4-(3,3-difluorocyclobutyl)-6,7-dimethyl-2-((2S)-2-(1-methyl-1H-pyrazol-4-yl)-4-morpholinyl)pteridine imidazoledipropionate N1C(=NC(=C1)CCC(=O)O)CCC(=O)O.FC1(CC(C1)C1=NC(=NC2=NC(=C(N=C12)C)C)N1C[C@@H](OCC1)C=1C=NN(C1)C)F